C[C@@H]1C(=O)C(=C[C@H](O1)OP(=O)(O)OP(=O)(O)OC[C@@H]2[C@H](C[C@@H](O2)N3C=C(C(=O)NC3=O)C)O)O The molecule is a dTDP-sugar having 2,3-dehydro-2,6-dideoxy-4-keto-alpha-D-glucose as the sugar component. It derives from a dTDP-D-glucose. It is a conjugate acid of a dTDP-2,3-dehydro-2,6-dideoxy-4-keto-alpha-D-glucose(2-).